C(C)(C)(C)OC(=O)N1CCC(=CC1)B(O)O (1-(tert-butoxycarbonyl)-1,2,3,6-tetrahydropyridin-4-yl)boronic acid